sodium 2,2'-methylenebis(4,6-di-tert-butylphenyl)phosphate CC(C)(C)C1=CC2=C(C(=C1)C(C)(C)C)OP(=O)(OC3=C(C2)C=C(C=C3C(C)(C)C)C(C)(C)C)[O-].[Na+]